ClC=1C(=C(C=CC1)C1(C[C@H](N[C@H](C1)C)C)NC1=CC=C2C(C(N(C2=C1)C)=O)(C)C)C (rac)-6-{[(2R,6S)-4-(3-chloro-2-methylphenyl)-2,6-dimethylpiperidin-4-yl]amino}-1,3,3-trimethylindol-2-one